C(OCC1=CC=C(C=C1)NC([C@H](CCCNC(N)=O)NC([C@H](C(C)C)NC(CCOCCOCCOCCN=[N+]=[N-])=O)=O)=O)(OC1=CC=C(C=C1)[N+](=O)[O-])=O {4-[(2S)-2-[(2S)-2-(3-{2-[2-(2-azidoethoxy)ethoxy]ethoxy}propanamido)-3-methyl-butanamido]-5-(carbamoylamino)pentanamido]phenyl}methyl 4-nitrophenyl carbonate